1-((3-(5-chlorothien-2-yl)-1-(2,2-difluoroethyl)-1H-indazol-5-yl)carbamoyl)cyclopropane-1-carboxylic acid ClC1=CC=C(S1)C1=NN(C2=CC=C(C=C12)NC(=O)C1(CC1)C(=O)O)CC(F)F